C(C)(C)(C)OC(=O)N(C1=C(C=C(C=N1)NC(C(=O)O[Na])=O)C1CC1)C(=O)OC(C)(C)C [2-[[6-[bis(tert-butoxycarbonyl)amino]-5-cyclopropyl-3-pyridyl]amino]-2-oxo-acetyl]oxysodium